ClC1=CC=C(CN2[C@]3(CCN(C3)C(=O)NC3CC3)C(N(CC2=O)C(C)C)=O)C=C1 (S)-6-(4-chlorobenzyl)-N-cyclopropyl-9-isopropyl-7,10-dioxo-2,6,9-triazaspiro-[4.5]decane-2-carboxamide